2-((6-(5-(trifluoromethoxy)-1H-benzimidazol-2-yl)pyridin-3-yl)oxy)acetic acid FC(OC1=CC2=C(NC(=N2)C2=CC=C(C=N2)OCC(=O)O)C=C1)(F)F